4-(3-(bromomethyl)-5-(4-fluorophenyl)-1H-pyrazol-1-yl)benzenesulfonamide BrCC1=NN(C(=C1)C1=CC=C(C=C1)F)C1=CC=C(C=C1)S(=O)(=O)N